FC(F)(F)S(=O)[O-].FC(F)(F)S(=O)[O-].[Zn+2] zinc bis(trifluoromethylsulfinate)